5-bromo-3-(2,2-difluoroacetamido)picolinamide BrC=1C=C(C(=NC1)C(=O)N)NC(C(F)F)=O